dihydroxy-difluoro-guanidine triboronate B(O)O.B(O)O.B(O)O.ON(C(N(F)O)=N)F